C1=CC=CC=2C=CC3=C(C4=C(S3)C=3C=CC=CC3C=C4)C12 dinaphthothiophene